C(C)(C)(C)OC(=O)N(C1=C2N=CN(C2=NC=N1)CC1=C(OCCC[C@H]2N(S(OC2)(=O)=O)C(=O)OC(C)(C)C)C=CC(=C1Cl)Cl)C(=O)OC(C)(C)C tert-Butyl (R)-4-(3-(2-((6-(bis(tert-butoxycarbonyl)amino)-9H-purin-9-yl)methyl)-3,4-dichlorophenoxy)propyl)-1,2,3-oxathiazolidine-3-carboxylate 2,2-dioxide